C1(CCCCC1)NC1=C(C(=C(C(=O)[O-])C(=C1F)F)F)F 4-(cyclohexylamino)-2,3,5,6-tetrafluorobenzoate